Cl.ClC=1C=CC=CC1Cl 3,4-dichlorobenzene hydrochloride